N1C=NC2=C1C=C(C=C2)N2C(OCCC2C2=CC=C(C=C2)OCCC)=O 3-(1H-Benzo[d]imidazol-6-yl)-4-(4-propoxyphenyl)-1,3-oxazinan-2-on